2,2,2-trifluoro-1-[(2'S,4S,6'S)-2'-methyl-6'-(1-methyltriazol-4-yl)-2-(trifluoromethyl)spiro[6,7-dihydrothieno[3,2-c]pyran-4,4'-piperidine]-1'-yl]ethanone FC(C(=O)N1[C@H](C[C@@]2(C[C@H]1C=1N=NN(C1)C)OCCC1=C2C=C(S1)C(F)(F)F)C)(F)F